ClC=1C=C(C=CC1OCC1=NC=CC=C1)C1(NC=NC2=CC(=C(C=C12)N)C#CC1(CN(CC1)C)C)N 4-(3-chloro-4-(pyridin-2-ylmethoxy)phenyl)-7-((1,3-dimethylpyrrolidin-3-yl)ethynyl)quinazoline-4,6-diamine